C=1SC=C2C1CC(C2)NC(=O)C=2C=1N(N=CC2)C(=C(N1)COC)C(=O)N N8-(5,6-dihydro-4H-cyclopenta[c]thiophen-5-yl)-2-(methoxymethyl)imidazo[1,2-b]pyridazine-3,8-dicarboxamide